[Si](C)(C)(C(C)(C)C)OC(C)C1=C(C=C(S1)C(C(C(=O)OC)(C)C)C1=CC(=C(C=C1)C)COCC1=CC=C(C=C1)OC)F methyl 3-(5-{1-[(tert-butyldimethylsilyl) oxy] ethyl}-4-fluorothien-2-yl)-3-(3-{[(4-methoxybenzyl) oxy] methyl}-4-methylphenyl)-2,2-dimethylpropionate